N-((4-fluorobenzo[b]thiophen-7-yl)methyl)-3-(pyridazin-3-yl)pyridin-2-amine FC1=CC=C(C=2SC=CC21)CNC2=NC=CC=C2C=2N=NC=CC2